C(CC)C=1NC(=C(N1)C(=O)O)C(=O)O 2-propyl-1H-imidazole-4,5-dicarboxylic acid